CN(C1CC2(C1)CCN(CC2)C(=O)[C@H](CC(C)C)N2C([C@@H](NCC2)CC(C)C)=O)C (S)-1-[(S)-1-({2-(Dimethylamino)-7-aza-7-spiro[3.5]nonyl}carbonyl)-3-methylbutyl]-3-isobutyl-2-piperazinone